Cl(=O)(=O)(=O)[O-].COC=1C=CC2=C(CCC=3C(=C4C=CC(=CC4=[O+]C23)OC)C2=CC=CC=C2)C1 5,6-dihydro-3,10-dimethoxy-7-phenylbenzo[c]xanthylium perchlorate